CC1=NC(=NC2=CC=CC=C12)CN1CCC(CC1)C1=NNC(=C1)C=1C=C(C=NC1)N1CCOCC1 4-(5-(3-(1-((4-methylquinazolin-2-yl)methyl)piperidin-4-yl)-1H-pyrazol-5-yl)pyridin-3-yl)morpholine